FC1=CC=CC=2N(C=NC21)C2CC1CCC(C2)N1CC[C@@H](C1=CC=CC=C1)NC(COC)=O N-{(1S)-3-[3-exo-(4-Fluoro-1H-benzimidazol-1-yl)-8-azabicyclo[3.2.1]oct-8-yl]-1-phenylpropyl}-2-methoxyacetamide